(5R)-5-isopropyl-N-[(3S)-6-fluoro-8-methyl-4-oxo-3,5-dihydro-2H-1,5-benzoxazepin-3-yl]-6,7-dihydro-5H-pyrrolo[1,2-b][1,2,4]triazole-2-carboxamide C(C)(C)[C@H]1CCC=2N1N=C(N2)C(=O)N[C@H]2COC1=C(NC2=O)C(=CC(=C1)C)F